6,7-dimethyl-2,3-dihydro-1H-pyrrolo[3,4-c]pyridine-4-amine, dihydrochloride salt Cl.Cl.CC1=C(C2=C(C(=N1)N)CNC2)C